[N].C1(=CC=CC=C1)[SiH2]OC(OCC)OCC phenyl-diethoxymethoxysilane nitrogen